NC1=NC=CC=C1C1=NC=2C(=NC(=CC2)N2N=CC=C2)N1C=1C=C2CC[C@@H](CC2=CC1)NC1CCN(CC1)C(C=C)=O 1-(4-{[(2S)-6-[2-(2-aminopyridin-3-yl)-5-(pyrazol-1-yl)imidazo[4,5-b]pyridin-3-yl]-1,2,3,4-tetrahydronaphthalen-2-yl]amino}piperidin-1-yl)prop-2-en-1-one